Methyl 3-(benzyloxy)-4-oxo-5-((2,4,6-trifluorobenzyl)carbamoyl)-1-((1-vinylcyclobutyl)amino)-1,4-dihydropyridine-2-carboxylate C(C1=CC=CC=C1)OC1=C(N(C=C(C1=O)C(NCC1=C(C=C(C=C1F)F)F)=O)NC1(CCC1)C=C)C(=O)OC